C(#N)N1C[C@H](CC1)C(=O)NC=1N=CN(C1)C1=CC=C(C=C1)C=1C=NN(C1)CCOC (S)-1-cyano-N-(1-(4-(1-(2-methoxyethyl)-1H-pyrazol-4-yl)phenyl)-1H-imidazol-4-yl)pyrrolidine-3-carboxamide